2-(2-chlorophenyl)-N-(2-sulfamoylbiphenyl-4-yl)acetamide methyl-4-[2-(N-[3,3-difluorocyclohexyl]anilino)-2-oxo-ethyl]-1-(2-fluoro-4-isopropyl-benzoyl)piperidine-4-carboxylate COC(=O)C1(CCN(CC1)C(C1=C(C=C(C=C1)C(C)C)F)=O)CC(=O)N(C1=CC=CC=C1)C1CC(CCC1)(F)F.ClC1=C(C=CC=C1)CC(=O)NC1=CC(=C(C=C1)C1=CC=CC=C1)S(N)(=O)=O